3-((tert-butoxycarbonyl)amino)-4-(difluoromethylene)cyclohex-1-ene-1-carboxylate C(C)(C)(C)OC(=O)NC1C=C(CCC1=C(F)F)C(=O)[O-]